C[C@@H]1N(CC1)C=1N=C(C2=C(N1)CCC2)C=2C=C(C(=O)N)C=C(C2)NS(=O)(=O)C (S)-3-(2-(2-methylazetidin-1-yl)-6,7-dihydro-5H-cyclopenta[d]pyrimidin-4-yl)-5-(methylsulfonamido)benzamide